C1=C(C=CC2=CC=CC=C12)C1C(=C(C=CC1(N)N)C1=CC=CC=C1)C1=CC2=CC=CC=C2C=C1 di-naphthalen-2-yl-biphenyl-4,4-diamine